N1=CC=C(C=C1)C1CCC(C1O)O 5-(pyridin-4-yl)cyclopentane-1,2-diol